C(C)N(N)CC 1,1-diethylhydrazine